(2S,3S,4R,5R)-2-fluoro-2-(hydroxymethyl)-5-(7H-pyrrolo[2,3-d]pyrimidin-7-yl)tetrahydrofuran-3,4-diol F[C@@]1(O[C@H]([C@@H]([C@@H]1O)O)N1C=CC2=C1N=CN=C2)CO